3-cyclopropyl-6-methyl-8-(4,5,6,7-tetrahydrobenzo[d]thiazol-2-yl)quinazolin-4(3H)-one C1(CC1)N1C=NC2=C(C=C(C=C2C1=O)C)C=1SC2=C(N1)CCCC2